1-(7-ethynylquinolin-5-yl)cyclopropan-1-amine C(#C)C1=CC(=C2C=CC=NC2=C1)C1(CC1)N